BrC1=CC=C(C=C1)[C@H](C(F)(F)F)N(C(=O)C1CCC(CC1)OC)C (1r,4S)-N-((S)-1-(4-bromophenyl)-2,2,2-trifluoroethyl)-4-methoxy-N-methylcyclohexane-1-carboxamide